7-bromo-6-chloro-3-{3-[(6-fluoronaphthalen-1-yl)oxy]propyl}-1H-indole-2-carboxylic acid ethyl ester C(C)OC(=O)C=1NC2=C(C(=CC=C2C1CCCOC1=CC=CC2=CC(=CC=C12)F)Cl)Br